4-[1-(2-Chloro-4-fluoro-phenoxy)propyl]piperidine ClC1=C(OC(CC)C2CCNCC2)C=CC(=C1)F